CC=1C=C(SC1C)CNC 1-(4,5-dimethylthiophen-2-yl)-N-methylmethanamine